N1N2C(C(CC1=O)=O)CCC2 6,7-dihydro-5H-pyrrolo[1,2-b]pyridazine-2,4-dione